C(C)OC(CC([C@H](C)OC)=O)=O (4S)-4-methoxy-3-oxopentanoic acid ethyl ester